NC1=C(C=C(C=C1)F)NC(C(N1C(C2=CC=CC=C2C1)=O)C1=C(C=CC=C1)OC)=O N-(2-amino-5-fluorophenyl)-2-(2-methoxyphenyl)-2-(1-oxoisoindol-2-yl)acetamide